C(C)(C)C1=CC=C(C=C1)N1N=C2CC(NC[C@H]3C2=C1CCN3C(=O)OC(C)(C)C)=O |r| tert-butyl (rac)-2-(4-isopropylphenyl)-8-oxo-2,3,4,5a,6,7,8,9-octahydro-5H-1,2,5,7-tetraazabenzo[cd]azulene-5-carboxylate